1,1,3,3-tetrachloro-1,2,2-trifluoropropane ClC(C(C(Cl)Cl)(F)F)(F)Cl